ClC1=NC=C(C(=C1)NC[C@@H](COC1=C(C=NN1C)C1=NC=CC(=N1)N)F)C#CC=1C=NN(C1)C(F)(F)F (S)-2-(5-(3-((2-Chloro-5-((1-(trifluoromethyl)-1H-pyrazol-4-yl)ethynyl)pyridin-4-yl)amino)-2-fluoropropoxy)-1-methyl-1H-pyrazol-4-yl)pyrimidin-4-amine